bis-(2,4,5-trichloro-6-(pentyloxycarbonyl) phenyl) oxalate C(C(=O)OC1=C(C=C(C(=C1C(=O)OCCCCC)Cl)Cl)Cl)(=O)OC1=C(C=C(C(=C1C(=O)OCCCCC)Cl)Cl)Cl